3-(6-(3-fluorophenyl)-2-methyl-2H-indazol-3-yl)-2,5-dihydro-1H-pyrrole-1-carboxylic acid tert-butyl ester C(C)(C)(C)OC(=O)N1CC(=CC1)C=1N(N=C2C=C(C=CC12)C1=CC(=CC=C1)F)C